ClC=1C(=NC2=CC(=C(N=C2C1N[C@H](CC)C1=NC=CC=C1)C=1C=NC(=CC1)P(=O)(C)C)F)C 3-chloro-6-[6-(dimethylphosphoryl)pyridin-3-yl]-7-fluoro-2-methyl-N-[(1R)-1-(pyridin-2-yl)propyl]-1,5-naphthyridin-4-amine